methyl 1-hydroxy-4,6-dimethoxy-3-phenyl-1,3-dihydrobenzo[c][1,2]oxaborole-3-carboxylate OB1OC(C2=C1C=C(C=C2OC)OC)(C(=O)OC)C2=CC=CC=C2